COC1=C(C=C(C=C1)CC(=O)O)CCN[C@@H]([C@H]1CNC2=CC=CN=C2C1)C1=CC=CC=C1 2-(4-methoxy-3-(2-(((S)-phenyl((R)-1,2,3,4-tetrahydro-1,5-naphthyridin-3-yl)methyl)amino)ethyl)phenyl)acetic acid